1-(9Z-hexadecenoyl)-2-nonadecanoyl-glycero-3-phospho-(1'-sn-glycerol) CCCCCCCCCCCCCCCCCCC(=O)O[C@H](COC(=O)CCCCCCC/C=C\CCCCCC)COP(=O)(O)OC[C@H](CO)O